Ethyl-TMS(Ethyl-Trimethoxylsilane) C(C)C[Si](C)(C)CO[Si](OC)(OC)CC